C(C1=CC=CC=C1)OC(N[C@@H](CC1=CC=C(C=C1)OC)C)=O (R)-(1-(4-methoxyphenyl)propan-2-yl)carbamic acid benzyl ester